ethyl-2-chloroisonicotinic acid C(C)C1=C(C(=O)O)C=CN=C1Cl